C(C)(C)C=1C=C(C=C(C1)C1=NC=2C=CC3=C(C2C=C1)C1=C(S3)C(N[C@@H](CN1)C)=O)N1CCN(CC1)C(=O)OC(C)(C)C (R)-tert-butyl 4-(3-isopropyl-5-(10-methyl-8-oxo-9,10,11,12-tetrahydro-8H-[1,4]diazepino[5',6':4,5]thieno[3,2-f]quinolin-3-yl)phenyl)piperazine-1-carboxylate